(3S*,4R*)-4-{4-[(tert-butoxycarbonyl)(methyl)amino]-2,6-difluorophenyl}-2-oxopyrrolidine-3-carboxylic acid C(C)(C)(C)OC(=O)N(C1=CC(=C(C(=C1)F)[C@H]1[C@@H](C(NC1)=O)C(=O)O)F)C |o1:15,16|